(pentamethylcyclopentadienyl)(1-methyl-6,6-diethyl-1,5,6,7-tetrahydro-s-indacenyl)hafnium CC1=C(C(=C(C1(C)[Hf]C1(C=CC2=CC=3CC(CC3C=C12)(CC)CC)C)C)C)C